ClC1=C(C=CC(=C1)F)C1=CC=NC2=CC(=CC=C12)O[C@@H](C(=O)N1C[C@](CCC1)(C(=O)O)C)C (3S)-1-[(2R)-2-[[4-(2-chloro-4-fluoro-phenyl)-7-quinolyl]oxy]propanoyl]-3-methyl-piperidine-3-carboxylic acid